5-[(3R,5R)-3,5-dimethylpiperazin-1-yl]-2-(trifluoromethyl)pyrimidine C[C@@H]1CN(C[C@H](N1)C)C=1C=NC(=NC1)C(F)(F)F